2-Chloro-3-(trifluoromethyl)phenyl(4-methyl-1-(1H-pyrazol-5-yl)-6,7-dihydro-1H-[1,2,3]triazolo[4,5-c]pyridin-5(4H)-yl)methanone ClC1=C(C=CC=C1C(F)(F)F)C(=O)N1C(C2=C(CC1)N(N=N2)C2=CC=NN2)C